C1C(CC12CCNCC2)OC=2C=1N(C=C(N2)C=2C=NN(C2)C)N=CC1 4-(7-azaspiro[3.5]nonan-2-yloxy)-6-(1-methylpyrazol-4-yl)pyrazolo[1,5-a]pyrazine